methyl 4-bromo-6-oxo-1-(tetrahydro-2H-pyran-4-yl)-1,6-dihydropyridine-3-carboxylate BrC=1C(=CN(C(C1)=O)C1CCOCC1)C(=O)OC